ClC=1N=C(C2=C(N1)C(=C(N=C2Cl)Cl)F)N2C[C@H]1CC[C@@H](C2)N1C(=O)OC(C)(C)C tert-butyl (1R,5S)-3-(2,5,7-trichloro-8-fluoropyrido[4,3-d]pyrimidin-4-yl)-3,8-diazabicyclo[3.2.1]octane-8-carboxylate